dibutyl 2,5-thiopheneDicarboxylate 3-(N,N-dimethyl-N-hexadecylammonio)-2-hydroxypropane-1-sulfonate C[N+](CCCCCCCCCCCCCCCC)(C)CC(CS(=O)(=O)[O-])O.S1C(=CC=C1C(=O)OCCCC)C(=O)OCCCC